(S)-1-(5-bromopyridin-2-yl)-2,2,2-trifluoro-N-methylethan-1-amine BrC=1C=CC(=NC1)[C@@H](C(F)(F)F)NC